NC#CC1=NN=C2N=C(NC(=C21)N)N 3-(2-aminoethynyl)pyrazolo[3,4-d]pyrimidine-4,6-diamine